(3S)-N-[6-[4-((3S,4S)-4-fluoro-3-methyl-tetrahydrofuran-3-yl)piperazin-1-yl]-7-methyl-3-isoquinolyl]-5,5-dimethyl-tetrahydrofuran-3-carboxamide F[C@H]1[C@@](COC1)(C)N1CCN(CC1)C=1C=C2C=C(N=CC2=CC1C)NC(=O)[C@@H]1COC(C1)(C)C